ethyl 2-(5-((tert-butoxycarbonyl)amino)pyridin-2-yl)acetate C(C)(C)(C)OC(=O)NC=1C=CC(=NC1)CC(=O)OCC